6-amino-2-(2-methoxyethoxy)-8-oxo-7H-purin NC1=C2NC(NC2=NC(=N1)OCCOC)=O